(S)-9,10-difluoro-6-((((3-fluoropyridin-4-yl)methyl)(1-(pyrazin-2-yl)piperidin-3-yl)amino)methyl)-2,3-dihydro-7H-[1,4]oxazino[2,3,4-ii]quinolin-7-one FC=1C=C2C(C(=CN3C2=C(C1F)OCC3)CN([C@@H]3CN(CCC3)C3=NC=CN=C3)CC3=C(C=NC=C3)F)=O